4-(2-((2-(piperidin-1-yl)quinazolin-4-yl)amino)ethoxy)benzoic acid N1(CCCCC1)C1=NC2=CC=CC=C2C(=N1)NCCOC1=CC=C(C(=O)O)C=C1